dihydroazulen C1CC=C2C=CC=CC=C12